NC1=C(C=CC(=C1)N)C(=O)N 2,4-diaminobenzeneamide